CC1=CC=C(C=C1)CN1C(CCC1=O)CC(=O)NC1=C(C(=O)OC)C=CC=C1 methyl 2-[[2-[1-[(4-methylphenyl)methyl]-5-oxopyrrolidin-2-yl]acetyl]amino]benzoat